7-methoxy-4-methyl-4,5-dihydro-1H-benzo[c]azepin COC1=CC2=C(CN=CC(C2)C)C=C1